NC=1N=CC(=NC1C1=NC=NC=C1)C=1C=C(C=CC1C([2H])([2H])[2H])S(=O)(=O)NC12CCC(C1)(C2)O 3-(5-Amino-6-(pyrimidin-4-yl)pyrazin-2-yl)-N-(4-hydroxybicyclo[2.1.1]hexan-1-yl)-4-(methyl-d3)benzenesulfonamide